BrC1=CC=C(C=N1)NC(OC(C)(C)C)=O tert-Butyl N-(6-bromo-3-pyridyl)carbamate